((4S,5S)-5-(2-chlorophenyl)-2-phenyl-1,3-dioxolan-4-yl)methyl sulfamate S(N)(OC[C@@H]1OC(O[C@H]1C1=C(C=CC=C1)Cl)C1=CC=CC=C1)(=O)=O